N2-(3,5-dimethoxyphenyl)-N4-(4-fluorophenyl)pyrimidine-2,4-diamine COC=1C=C(C=C(C1)OC)NC1=NC=CC(=N1)NC1=CC=C(C=C1)F